ClC=1C=CC(=C(CN2C(C=C(C=C2)C=2C=C3C(=NNC3=CC2)C2=CC(=NC=C2)C)=O)C1)F 1-(5-chloro-2-fluorobenzyl)-4-(3-(2-methylpyridin-4-yl)-1H-indazol-5-yl)pyridin-2(1H)-one